methyl 4-amino-3-chloro-5-(((1-cyanocyclopropyl)methyl)amino)benzoate NC1=C(C=C(C(=O)OC)C=C1NCC1(CC1)C#N)Cl